N1(C=NC=C1)C1=NC=C(C(=C1)N)[N+](=O)[O-] 2-(1H-imidazol-1-yl)-5-nitropyridin-4-amine